CC1=CC(=NO1)C1=NN=C2N1C=C(C=C2)O 3-(5-methylisoxazol-3-yl)[1,2,4]triazolo[4,3-a]pyridin-6-ol